8-chloro-4-(((R)-2-hydroxy-1-phenylethyl)amino)-6-(((S)-oxazol-4-yl(1H-1,2,3-triazol-4-yl)methyl)amino)quinoline-3-carbonitrile ClC=1C=C(C=C2C(=C(C=NC12)C#N)N[C@@H](CO)C1=CC=CC=C1)N[C@H](C=1N=NNC1)C=1N=COC1